5-Chloro-6-(1-(3-chloropyridin-2-yl)-3-methoxy-1H-pyrazol-5-carboxamido)-N-(cyanomethyl)pyrazolo[1,5-a]pyridin-7-carboxamid ClC1=CC=2N(C(=C1NC(=O)C1=CC(=NN1C1=NC=CC=C1Cl)OC)C(=O)NCC#N)N=CC2